C(#N)C1=CC=C(C=C1)C=1N=C(SC1SC(C)C)N1N=C(C(=C1C(=O)O)C1=CC(=CC=C1)F)C 1-(4-(4-cyanophenyl)-5-(isopropylsulfanyl)thiazol-2-yl)-4-(3-fluorophenyl)-3-methyl-1H-pyrazole-5-carboxylic acid